FC1(CN(CCC1(C(=O)N1OCC[C@H]1C1=NC=CN=C1)F)C1=NC=CC(=N1)C(=O)N)F 2-[3,3,4-trifluoro-4-[(3S)-3-pyrazin-2-ylisoxazolidine-2-carbonyl]-1-piperidyl]pyrimidine-4-carboxamide